6-benzyl-3-(((3-butyl-3,4-dihydroquinazolin-2-yl)thio)methyl)-5,6-dihydroimidazo[2,1-b]Thiazole dihydrochloride Cl.Cl.C(C1=CC=CC=C1)C1N=C2SC=C(N2C1)CSC1=NC2=CC=CC=C2CN1CCCC